The molecule is a meroterpenoid found in Penicillium rubrum. It has a role as a metabolite, an antibacterial agent and a Penicillium metabolite. It is a meroterpenoid, a carbopolycyclic compound, a cyclic terpene ketone, a carboxylic ester, a tertiary alcohol and a tertiary alpha-hydroxy ketone. C[C@]12CCC(=O)C(C1CC[C@@]3(C2C[C@]4(C(=C)[C@@]3(C(=O)[C@](C4=O)(C)O)C(=O)OC)C)C)(C)C